3-oxo-4-(4-trifluoromethylphenyl)-3,4-dihydropyrazine-2-carboxamide O=C1C(=NC=CN1C1=CC=C(C=C1)C(F)(F)F)C(=O)N